N-diphenylmethyl-acrylamide C1(=CC=CC=C1)C(NC(C=C)=O)C1=CC=CC=C1